N-[4-(3-cyanophenyl)-5-(4-methylquinazolin-6-yl)thiazol-2-yl]-3-oxo-2,8-diazaspiro[4.5]decane-8-carboxamide C(#N)C=1C=C(C=CC1)C=1N=C(SC1C=1C=C2C(=NC=NC2=CC1)C)NC(=O)N1CCC2(CC(NC2)=O)CC1